(R)-3-((6-(1H-imidazol-1-yl)pyridin-3-yl)oxy)-2-((tert-butyldimethylsilyl)oxy)propanoic acid tert-butyl ester C(C)(C)(C)OC([C@@H](COC=1C=NC(=CC1)N1C=NC=C1)O[Si](C)(C)C(C)(C)C)=O